N-(4-(4-amino-7-cyano-3-(3-fluoro-4-((4-methylpyrimidin-2-yl)oxy)phenyl)-1-methyl-1H-pyrrolo[3,2-c]pyridin-2-yl)-3-chlorophenyl)methacrylamide NC1=NC=C(C2=C1C(=C(N2C)C2=C(C=C(C=C2)NC(C(=C)C)=O)Cl)C2=CC(=C(C=C2)OC2=NC=CC(=N2)C)F)C#N